O1CCC(=CC1)C1=NC(=CC(=N1)C=1N=NN(C1)C1=C(C=C(C=C1)NS(=O)(=O)CCO)N1CCC2(CC2)CC1)C N-(4-(4-(2-(3,6-dihydro-2H-pyran-4-yl)-6-methylpyrimidin-4-yl)-1H-1,2,3-triazol-1-yl)-3-(6-azaspiro[2.5]octan-6-yl)phenyl)-2-hydroxyethane-1-sulfonamide